3-(1-oxo-5-(((R)-1-(quinolin-4-ylmethyl)pyrrolidin-3-yl)oxy)isoindolin-2-yl)piperidine-2,6-dione O=C1N(CC2=CC(=CC=C12)O[C@H]1CN(CC1)CC1=CC=NC2=CC=CC=C12)C1C(NC(CC1)=O)=O